3-(4-((7-(cyclohexylamino)heptyl)thio)-5-fluoro-1-oxoisoindolin-2-yl)piperidine-2,6-dione C1(CCCCC1)NCCCCCCCSC1=C2CN(C(C2=CC=C1F)=O)C1C(NC(CC1)=O)=O